Tert-Butyl 4-chloro-7-((5-(4-methylpiperazin-1-yl)pyridin-2-yl)amino)-1-oxoisoindoline-2-carboxylate ClC1=C2CN(C(C2=C(C=C1)NC1=NC=C(C=C1)N1CCN(CC1)C)=O)C(=O)OC(C)(C)C